6-(3-(3-hydroxy-2,2-bis((3-hydroxy-2-(hydroxymethyl)propoxy)methyl)propyl)ureido)hexanoic acid OCC(CNC(NCCCCCC(=O)O)=O)(COCC(CO)CO)COCC(CO)CO